vinylpyrone C(=C)C=1C(OC=CC1)=O